N-[4-cyano-5-(4-formylphenyl)-2-methyl-pyrazol-3-yl]-4-(trifluoromethoxy)benzamide C(#N)C1=C(N(N=C1C1=CC=C(C=C1)C=O)C)NC(C1=CC=C(C=C1)OC(F)(F)F)=O